(2'S,7R)-3-chloro-2'-methyl-1'-[[1-(2-methylsulfonylethyl)triazol-4-yl]methyl]-2-(trifluoromethyl)spiro[4,5-dihydrothieno[2,3-c]pyran-7,4'-piperidine] ClC1=C(SC2=C1CCO[C@]21C[C@@H](N(CC1)CC=1N=NN(C1)CCS(=O)(=O)C)C)C(F)(F)F